Cl.ClC=1C(=C(C=CC1F)C(C)(C)NC(=O)[C@@H]1CN[C@@H](CO1)CO)F (2S,5R)-N-(2-(3-chloro-2,4-difluorophenyl)propan-2-yl)-5-(hydroxymethyl)morpholine-2-carboxamide hydrochloride